1-[(1S,4aR,5R,8aS)-5-[(1S)-2,2-difluoro-1-hydroxy-ethyl]-1-methyl-3,4,4a,5,6,7,8,8a-octahydro-1H-isoquinolin-2-yl]-2-[3,5-dichloro-2-(1-hydroxyethyl)-4-pyridyl]ethanone FC([C@@H](O)[C@H]1[C@@H]2CCN([C@H]([C@H]2CCC1)C)C(CC1=C(C(=NC=C1Cl)C(C)O)Cl)=O)F